2-amino-4-(4-(5-(4-ethylbenzyl)-2,4-dioxothiazolidin-3-yl)butanamido)benzoic acid NC1=C(C(=O)O)C=CC(=C1)NC(CCCN1C(SC(C1=O)CC1=CC=C(C=C1)CC)=O)=O